NCC1C[C@H](CC1)CC(=O)O (1S,5R)-3-aminomethyl-cyclopentyl-acetic acid